ClC1=C(C=CC=C1)N1C=2N=C3N(C(C2N=C1)=O)CCCCC3 3-(2-chlorophenyl)-3,5,6,7,8,9-hexahydro-11H-azepino[1,2-a]purin-11-one